rac-1-(6-chloroimidazo[1,5-a]pyridin-5-yl)prop-2-yn-1-ol ClC=1C=CC=2N(C1[C@@H](C#C)O)C=NC2 |r|